N1C=CC2=NC=C(C=C21)S(=O)(=O)N2CCC1(C[C@H](CO1)NC[C@@H](COC1=CC(=CC=C1)S(=O)(=O)C1CC1)O)CC2 (S)-1-((R)-8-(1H-Pyrrolo[3,2-b]pyridin-6-ylsulfonyl)-1-oxa-8-azaspiro[4.5]decan-3-yl-amino)-3-(3-(cyclopropylsulfonyl)phenoxy)propan-2-ol